NC=1C=C(C=C(C1)C(F)(F)F)[C@@H](C)NC(=O)C1=NN(C(C=C1)=O)C1=C(C(=CC=C1)C=1N(N=NC1)C)F N-[(1R)-1-[3-amino-5-(trifluoromethyl)phenyl]ethyl]-1-[2-fluoro-3-(3-methyltriazol-4-yl)phenyl]-6-oxo-pyridazine-3-carboxamide